C(CCC\C=C/C\C=C/C\C=C/C\C=C/CCCCC)(=O)NCN(C)CCCNC(CCCCCCCCCCCCCCCCCCC)=O arachidonamido(arachidamido)propyl-dimethylamine